[N+](=O)([O-])[O-].[Ti+4].[N+](=O)([O-])[O-].[N+](=O)([O-])[O-].[N+](=O)([O-])[O-] titanium(IV) nitrate